C(CCCCCCCCCCCCC)N1C(=C(C(C2=C(C=C(C=C12)OC)O)=O)O)C1=CC(=C(C=C1)O)OC N-tetradecyl-2-(3-methoxy-4-hydroxyphenyl)-7-methoxy-3,5-dihydroxyquinolin-4-one